CS(=O)(=O)N[C@@H]1[C@@H](N(CCC1)C(=O)OC)CC1=CC(=CC=C1)C=C methyl cis-3-((methylsulfonyl)amino)-2-(3-vinylbenzyl)piperidine-1-carboxylate